1-(2-(4-(2-(3,4-dimethoxyphenyl)-3-isopropyl-1H-indol-5-yl)piperidin-1-yl)-2-oxoethyl)-N,N-diethylpiperidine-3-carboxamide COC=1C=C(C=CC1OC)C=1NC2=CC=C(C=C2C1C(C)C)C1CCN(CC1)C(CN1CC(CCC1)C(=O)N(CC)CC)=O